C(C)N1N=CC=2C1=NC(=CC2N2CC1=C(CC2)N(N=C1C)CC12CCC(CC1)(CC2)NC(OC(C)(C)C)=O)C tert-butyl (4-((5-(1-ethyl-6-methyl-1H-pyrazolo[3,4-b]pyridin-4-yl)-3-methyl-4,5,6,7-tetrahydro-1H-pyrazolo[4,3-c]pyridin-1-yl)methyl)bicyclo[2.2.2]octan-1-yl)carbamate